OC1=NC=CC2=CC=CC=C12 1-hydroxyisoquinolin